C(C1=CC=CC=C1)OC(=O)N1CCC2(C[C@H](C[C@H]2NS(=O)C(C)(C)C)C(F)(F)F)CC1 (1R,3R)-1-[(2-methylpropan-2-sulfinyl)amino]-3-(trifluoromethyl)-8-azaspiro[4.5]decane-8-carboxylic acid benzyl ester